tert-butyl (1s,4s)-5-((1-((benzyloxy) carbonyl) piperidin-4-yl) methyl)-2,5-diazabicyclo[2.2.1]heptane-2-carboxylate C(C1=CC=CC=C1)OC(=O)N1CCC(CC1)CN1[C@@H]2CN([C@H](C1)C2)C(=O)OC(C)(C)C